(S)-5-chloro-2-(1-cyclopropylethyl)-7-(2-hydroxypropan-2-yl)isoindolin-1-one ClC=1C=C2CN(C(C2=C(C1)C(C)(C)O)=O)[C@@H](C)C1CC1